methyl 2-[7-(diethylamino)-2-oxo-2H-chromen-3-yl]-2-oxoacetate C(C)N(C1=CC=C2C=C(C(OC2=C1)=O)C(C(=O)OC)=O)CC